(4-propan-2-yloxyphenyl)acetamide CC(C)OC1=CC=C(C=C1)CC(=O)N